monomethyl-2,5-furandicarboxylic acid CC1=C(OC(=C1)C(=O)O)C(=O)O